6-(Dimethylamino)-N-((1,2,3,5,6,7-hexahydro-s-indacen-4-yl)carbamoyl)pyridazine-3-sulfonamide, potassium salt [K].CN(C1=CC=C(N=N1)S(=O)(=O)NC(NC1=C2CCCC2=CC=2CCCC12)=O)C